ethoxy-phenothiazone C(C)OC1=CC=CC=2S(C3=CC=CC=C3NC12)=O